N-(amino(2-(2-hydroxypropan-2-yl)thiazol-5-yl)(oxo)-λ6-sulfaneylidene)-2-(3-fluoro-2,6-diisopropylphenyl)acetamide NS(=NC(CC1=C(C(=CC=C1C(C)C)F)C(C)C)=O)(=O)C1=CN=C(S1)C(C)(C)O